6',7'-dihydro-5'H-spiro[piperidine-4,4'-thieno[3,2-c]pyridine] S1C=CC=2C3(NCCC21)CCNCC3